N[C@@H](CCC(=O)N[C@@H](CS)C(=O)NCC(=O)O)C(=O)O L-γ-glutamyl-L-cysteinylglycine